N1C=NC=C1C1=C(N=C2N1C=C(C=N2)COCCCCCO)C2=NC(=NN2)C(F)(F)F 5-{[3-(1H-imidazol-5-yl)-2-[3-(trifluoromethyl)-1H-1,2,4-triazol-5-yl]imidazo[1,2-a]pyrimidin-6-yl]methoxy}pentan-1-ol